(S)-3-aminopiperidine-1-carboxylic acid tertButyl ester C(C)(C)(C)OC(=O)N1C[C@H](CCC1)N